4-((R and S)-1-(((R)-((S)-7-(1-((methylsulfonyl)methyl)-1H-pyrazol-4-yl)-2,3-dihydro-1H-pyrido[2,3-b][1,4]oxazin-3-yl)(phenyl)methyl)amino)propan-2-yl)benzonitrile CS(=O)(=O)CN1N=CC(=C1)C1=CC2=C(O[C@@H](CN2)[C@@H](C2=CC=CC=C2)NC[C@H](C)C2=CC=C(C#N)C=C2)N=C1 |&1:27|